O=C1N(C(C2=C(N1)SC1=C2CCCCC1)=O)C=1C=C2C=CN(C2=CC1)CC(=O)O 2-(5-(2,4-Dioxo-1,5,6,7,8,9-hexahydro-2H-cyclohepta[4,5]thieno[2,3-d]pyrimidin-3(4H)-yl)-1H-indol-1-yl)acetic acid